1,2,3,4-tetrahydrophenanthrene C1CCCC=2C3=CC=CC=C3C=CC12